N-{6,7-dimethoxy-1H,2H,3H-cyclopenta[b]quinolin-9-yl}-1-(2-methylpyridin-4-yl)piperidin-4-amine COC=1C(=CC=2C(=C3C(=NC2C1)CCC3)NC3CCN(CC3)C3=CC(=NC=C3)C)OC